(R)-N-((S)-4-methyl-1-oxo-1-(((S)-3-oxo-1-((S)-2-oxopyrrolidin-3-yl)-4-(2,3,5,6-tetrafluorophenoxy)butan-2-yl)amino)pentan-2-yl)tetrahydrofuran-2-carboxamide CC(C[C@@H](C(N[C@@H](C[C@H]1C(NCC1)=O)C(COC1=C(C(=CC(=C1F)F)F)F)=O)=O)NC(=O)[C@@H]1OCCC1)C